6-Bromo-1-methyl-2,3-dihydro-1H-benzo[e]indole BrC1=CC=CC=2C=3C(CNC3C=CC21)C